3,5-dibromo-N-(2-(5-(5-(2-cyclopentylethyl)-1,2,4-oxadiazol-3-yl)-1H-benzo[d]imidazol-1-yl)ethyl)benzamide BrC=1C=C(C(=O)NCCN2C=NC3=C2C=CC(=C3)C3=NOC(=N3)CCC3CCCC3)C=C(C1)Br